(3aR,6aS)-2-(5-nitropyridin-2-yl)octahydrocyclopenta[c]pyrrole [N+](=O)([O-])C=1C=CC(=NC1)N1C[C@@H]2[C@H](C1)CCC2